1-(4-fluoro-2-(hydroxymethyl)phenyl)-3-methyl-1H-pyrazol FC1=CC(=C(C=C1)N1N=C(C=C1)C)CO